benzyl-carbenium C(C1=CC=CC=C1)[CH2+]